CC1=CC=C(C=C1)S(=O)(=O)[O-] p-toluensulphonate